(R)-1-(6,7-diphenylpyrido[2,3-b]pyrazin-2-yl)-3-(2-hydroxybutyl)urea C1(=CC=CC=C1)C=1C(=CC=2C(=NC=C(N2)NC(=O)NC[C@@H](CC)O)N1)C1=CC=CC=C1